6-chloro-1-ethyl-1H-pyrazolo[3,4-d]pyrimidin-4-ol ClC1=NC(=C2C(=N1)N(N=C2)CC)O